N1(CCN(CCN(CC1)CCNC(=O)C=1N(C(C=CC1)=O)O)CCNC(=O)C=1N(C(C=CC1)=O)O)CCNC(=O)C=1N(C(C=CC1)=O)O N,N',N''-((1,4,7-Triazonane-1,4,7-triyl)tris(ethane-2,1-diyl))tris(1-hydroxy-6-oxo-1,6-dihydropyridine-2-carboxamide)